5-methyl-4-(1-(1-methyl-1H-imidazole-5-carbonyl)indol-5-yl)thiazole-2-carboxylic acid CC1=C(N=C(S1)C(=O)O)C=1C=C2C=CN(C2=CC1)C(=O)C1=CN=CN1C